C(CCCCCCCCCCC)(=O)NCCNC(CCCCC)NCCNC(CCCCCCCCCCC)=O N,N'-bis[2-(lauramido)ethyl]hexanediamine